cis-cis-1,5-cyclooctadiene C/1=C/CC\C=C/CC1